NC(CCN(C(CBr)=O)NC(=O)[C@H](CC(C)C)NC(OCC1=CC=CC=C1)=O)=O Benzyl N-[(1S)-1-[[(3-amino-3-oxo-propyl)-(2-bromoacetyl)amino]carbamoyl]-3-methyl-butyl]carbamate